2-(hydroxymethyl)-4-methylbenzonitrile OCC1=C(C#N)C=CC(=C1)C